CCC=CCCCCCCCO Undec-3-en-11-ol